CC1=NC(=NC(=C1)C)S(=O)(=O)C 4,6-dimethyl-2-methylsulfonyl-pyrimidine